5-(4-((1r,4r)-4-aminocyclohexyl)piperazin-1-yl)-2-(2,6-dioxopiperidin-3-yl)isoindoline-1,3-dione NC1CCC(CC1)N1CCN(CC1)C=1C=C2C(N(C(C2=CC1)=O)C1C(NC(CC1)=O)=O)=O